NC1=C(C=C(C=C1)C1=CC=CC=C1)[N+](=O)[O-] 4'-amino-3'-nitro-[1,1'-biphenyl]